C1(CCC1)[C@H](C)NCC1=C2C(=NC(=C1)C(=O)N)C(CC2)(C)C 4-((((S)-1-cyclobutylethyl)amino)methyl)-7,7-dimethyl-6,7-dihydro-5H-cyclopenta[b]pyridine-2-carboxamide